C(C)C1(CN(C1)C1=CC=C(C=C1)N1N=CC2=CC(=C(C(=C12)F)O)F)C 1-(4-(3-Ethyl-3-methylazetidin-1-yl)phenyl)-5,7-difluoro-1H-indazol-6-ol